(R)-1-(6-bromopyridazin-3-yl)ethan-1-amine hydrochloride Cl.BrC1=CC=C(N=N1)[C@@H](C)N